methyl-(methanol) CCO